5-[4-(2,3-dihydroxybenzoylamino)phenyl]-1H-naphtho[1,2-B][1,4]diazepine-2,4(3H,5h)-dione OC1=C(C(=O)NC2=CC=C(C=C2)N2C3=C(NC(CC2=O)=O)C2=CC=CC=C2C=C3)C=CC=C1O